NC=1C=2N(C=CN1)C(=NC2Br)[C@H]2C[C@@](CC2)(C(=O)O)C(C)C (1R,3R)-3-(8-amino-1-bromoimidazo[1,5-a]pyrazin-3-yl)-1-isopropylcyclopentanecarboxylic acid